3-(4-methoxyphenyl)-7-vinyl-4H-chromen-4-one COC1=CC=C(C=C1)C1=COC2=CC(=CC=C2C1=O)C=C